diphosphorus pentoxide O=P12OP3(=O)OP(=O)(O1)OP(=O)(O2)O3